C(CCC)OCCOC(C)=O 2-butoxyethylacetate